ClC=1C=C(C=CC1)C(C(C1=CC=CC=C1)OC(NC(C(=O)NC(CC1C(NCC1)=O)C(C(=O)N)=O)CC(C)C)=O)(F)F (1-((4-amino-3,4-dioxo-1-(2-oxopyrrolidin-3-yl)butan-2-yl)amino)-4-methyl-1-oxopentan-2-yl)carbamic acid 2-(3-chlorophenyl)-2,2-difluoro-1-phenylethyl ester